N-[(6-Amino-2-pyridyl)sulfonyl]-5-(2-cyanophenyl)-2-(2,2,4-trimethylpyrrolidin-1-yl)pyridin-3-carboxamid NC1=CC=CC(=N1)S(=O)(=O)NC(=O)C=1C(=NC=C(C1)C1=C(C=CC=C1)C#N)N1C(CC(C1)C)(C)C